COC(=O)C1CC(NC(C1)(C)C)(C)C 4-methoxycarbonyl-2,2,6,6-tetramethyl-piperidine